NC1=CC(=C(C=C1)S(=O)(=O)NCCOCCNC(OC(C)(C)C)=O)C tert-butyl (2-(2-(4-amino-2-methylphenylsulfonamido) ethoxy)ethyl)carbamate